Ammonium benzyltrimethylammonium dichloroiodate I(=O)(=O)Cl.I(=O)(=O)Cl.C(C1=CC=CC=C1)[N+](C)(C)C.[NH4+]